(S)-Benzyl 3-((tert-Butoxycarbonyl)((R)-2-hydroxy-3-(3-(methylsulfonyl)phenoxy)propyl)amino)-1-oxa-8-azaspiro[4.5]decane-8-carboxylate C(C)(C)(C)OC(=O)N([C@@H]1COC2(C1)CCN(CC2)C(=O)OCC2=CC=CC=C2)C[C@H](COC2=CC(=CC=C2)S(=O)(=O)C)O